NC1=NC=NN2C1=CC=C2[C@@]2(O[C@@H]([C@H]([C@H]2OCC2=CC=CC=C2)OCC2=CC=CC=C2)COCC2=CC=CC=C2)C#N (2R,3R,4R,5R)-2-(4-aminopyrrolo[2,1-f][1,2,4]triazine-7-yl)-3,4-bis(benzyloxy)-5-((benzyloxy)methyl)tetrahydrofuran-2-nitrile